3-hydroxyaniline OC=1C=C(N)C=CC1